3-methyl-2-oxo-8-azaspiro[4.5]decane CC1C(CC2(C1)CCNCC2)=O